N-[(2-fluorophenyl)methyl]-2-(4-iodo-2,5-dimethoxyphenyl)ethylamine FC1=C(C=CC=C1)CNCCC1=C(C=C(C(=C1)OC)I)OC